Cyclopropyl-2-[6-(2,3,4-trifluorophenyl)pyrazolo[4,3-b]pyridin-1-yl]ethanone C1(CC1)C(CN1N=CC2=NC=C(C=C21)C2=C(C(=C(C=C2)F)F)F)=O